FC1=C2CN(C(C2=CC=C1C[C@H]1OCCC[C@@H]1NC1CCC(CC1)(C)OC)=O)C1C(NC(CC1)=O)=O 3-(4-fluoro-5-(((2R,3S)-3-((4-methoxy-4-methylcyclohexyl)amino)tetrahydro-2H-pyran-2-yl)methyl)-1-oxoisoindolin-2-yl)piperidine-2,6-dione